7-(3-methoxy-1-methyl-1H-pyrazol-4-yl)-3-methyl-8-(1-(methyl-d3)-1H-indazol-5-yl)-1-(tetrahydro-2H-pyran-4-yl)-3,6-dihydroimidazo[4,5-d]pyrrolo[2,3-b]pyridin-2(1H)-one COC1=NN(C=C1C1=C(C=2C(=NC=C3C2N(C(N3C)=O)C3CCOCC3)N1)C=1C=C3C=NN(C3=CC1)C([2H])([2H])[2H])C